4-ethyl-3-oxopiperidine-1,4-dicarboxylic acid 1-tert-butyl ester C(C)(C)(C)OC(=O)N1CC(C(CC1)(C(=O)O)CC)=O